1-(2-((1R,2aS,2bR,4aR,6R,8aS,8bR,10aS)-6-hydroxy-6,10a-dimethylhexadecahydrocyclobuta[a]phenanthren-1-yl)-2-oxoethyl)-1H-pyrazole-4-carbonitrile O[C@@]1(CC[C@@H]2[C@H]3CC[C@]4([C@H]([C@@H]3CC[C@@H]2C1)C[C@H]4C(CN4N=CC(=C4)C#N)=O)C)C